Di-allyl methylidene-malonate C=C(C(=O)OCC=C)C(=O)OCC=C